N-[(5-chlorothiophen-2-yl)methyl]-N-methyl-1-(2-methylfuran-3-carbonyl)-3-[3-(trifluoromethyl)oxetan-2-yl]-1H-pyrazol-5-amine ClC1=CC=C(S1)CN(C1=CC(=NN1C(=O)C1=C(OC=C1)C)C1OCC1C(F)(F)F)C